C1(CC1)NC(=N)NC1=C(C=C(C=C1)C1=NNC(CC1C)=O)[N+](=O)[O-] 1-cyclopropyl-3-(4-(4-methyl-6-oxo-1,4,5,6-tetrahydropyridazine-3-yl)-2-nitrophenyl)guanidine